NC1=C(C=2C(=NC=CN2)N=C1C(=O)N)C1=C(C(=CC=C1C)O)C 7-amino-8-(3-hydroxy-2,6-dimethylphenyl)pyrido[2,3-b]pyrazine-6-carboxamide